COC(=O)C1=NC(=C(C=C1N(C(=O)OC(C)(C)C)C(=O)OC(C)(C)C)C(F)F)O[C@@H](CC=C)C 3-[bis(t-Butoxycarbonyl)amino]-5-(difluoromethyl)-6-[(1R)-1-methylbut-3-enyloxy]pyridine-2-carboxylic acid methyl ester